N[C@H](CO)C1=C(C=C(C=C1)CC(=O)OCC)F (S)-Ethyl 2-(4-(1-amino-2-hydroxyethyl)-3-fluorophenyl)acetate